(1R,4r)-4-methylcyclohexylamine CC1CCC(CC1)N